CC=1C=C2C=CC(NC2=CC1)=O 6-methylquinolin-2(1H)-one